(Z)-2-(1-(4-amino-2-fluorobut-2-en-1-yl)-3-(4-(methylsulfonyl)benzyl)-1H-pyrrolo[3,2-b]pyridin-2-yl)propan-2-ol dihydrochloride Cl.Cl.NC\C=C(\CN1C(=C(C2=NC=CC=C21)CC2=CC=C(C=C2)S(=O)(=O)C)C(C)(C)O)/F